tert-butyl (3S*,3aR*,6S*,7R*,7aS*)-(3-(7-isobutyl-3a-((naphthalen-1-ylmethyl)carbamoyl)-2,3,3a,6,7,7a-hexahydro-1H-3,6-methanopyrrolo[3,2-b]pyridin-yl)propyl)carbamate C(C(C)C)[C@H]1[C@H]2[C@@]3(N=C[C@H]1C[C@H]3CN2CCCNC(OC(C)(C)C)=O)C(NCC2=CC=CC3=CC=CC=C23)=O |o1:4,5,6,9,11|